tert-Butyl 1-oxo-1,3-dihydrospiro[indene-2,4'-piperidine]-1'-carboxylate O=C1C2=CC=CC=C2CC12CCN(CC2)C(=O)OC(C)(C)C